FC(C1=C(C=CC(=C1)C1=NC=CC=N1)NCCCCCCN1C(C(C(C(C1)O)O)O)CO)F 1-(6-{[2-(difluoromethyl)-4-(pyrimidin-2-yl)phenyl]amino}hexyl)-2-(hydroxymethyl)piperidine-3,4,5-triol